ClC=1C=C(CNCCC=2NC(=NN2)CCNC=2C=3C=NNC3C=C(C2)N2C=NN=C2)C=CC1OC(F)(F)F N-(2-(5-(2-((3-chloro-4-(trifluoromethoxy)benzyl)amino)ethyl)-4H-1,2,4-triazol-3-yl)ethyl)-6-(4H-1,2,4-triazol-4-yl)-1H-indazol-4-amine